1-((1r,4r)-4-aminocyclohexyl)-3-(5-chloro-4-(1,5-dimethyl-1H-pyrazol-4-yl)-pyridin-2-yl)urea NC1CCC(CC1)NC(=O)NC1=NC=C(C(=C1)C=1C=NN(C1C)C)Cl